[C@@H]12N(C[C@@H](NC1)C2)C=2C=CC=1N=CN=C(C1N2)NC2=NC=C(C(=C2)Cl)OCC2CC2 6-((1S,4S)-2,5-diazabicyclo[2.2.1]heptan-2-yl)-N-(4-chloro-5-(cyclopropylmethoxy)pyridin-2-yl)pyrido[3,2-d]pyrimidin-4-amine